5-(1,6-dimethyl-1H-pyrazolo[3,4-b]pyridin-4-yl)-3-methyl-1-((4-(piperidin-1-yl)-2-oxabicyclo[2.2.2]oct-1-yl)methyl)-4,5,6,7-tetrahydro-1H-pyrazolo[4,3-c]pyridine CN1N=CC=2C1=NC(=CC2N2CC1=C(CC2)N(N=C1C)CC12OCC(CC1)(CC2)N2CCCCC2)C